FC1=C(C=CC=C1C[C@@H]1N(CC([C@@H]1NS(=O)(=O)CC)(F)F)C(=O)C1(CCC1)O)C1=C(C(=CC=C1)C)F N-[(2S,3R)-2-[(2,2'-difluoro-3'-methyl[1,1'-biphenyl]-3-yl)methyl]-4,4-difluoro-1-(1-hydroxycyclobutane-1-carbonyl)pyrrolidin-3-yl]ethanesulfonamide